FC1=CC2=C(N(C(C(N2C2C[C@H](N(CC2)C(=O)OC(C)(C)C)C)=O)=O)C=2C(=NC=CC2C)C(C)C)N=C1C1=C(C=CC=C1OC)F tert-butyl (2R)-4-(7-fluoro-6-(2-fluoro-6-methoxyphenyl)-4-(2-isopropyl-4-methylpyridin-3-yl)-2,3-dioxo-3,4-dihydropyrido[2,3-b]pyrazin-1(2H)-yl)-2-methylpiperidine-1-carboxylate